2-((3-carbamoyl-5,6-dihydro-4H-cyclopenta[b]thiophen-2-yl)amino)-N-(2-((2-(methoxycarbonyl)-4-methylthiophen-3-yl)amino)-2-oxoethyl)-N,N-dimethyl-2-oxoethan-1-aminium C(N)(=O)C=1C2=C(SC1NC(C[N+](C)(C)CC(=O)NC1=C(SC=C1C)C(=O)OC)=O)CCC2